C(C1=CC=CC=C1)C1=C(C2=C(N(C(N(C2=O)C2=CC=C(C=C2)C)=O)C2=CC=C(C=C2)C)N(C1=O)CCCC)O 6-benzyl-8-butyl-5-hydroxy-1,3-bis(4-methylphenyl)pyrido[2,3-d]pyrimidine-2,4,7(1H,3H,8H)-trione